3-(difluoromethoxy)-4-[3-methyl-4-(1-methylcyclopropyl)sulfonyl-phenyl]-1H-pyrazolo[4,3-c]pyridine FC(OC1=NNC2=C1C(=NC=C2)C2=CC(=C(C=C2)S(=O)(=O)C2(CC2)C)C)F